[Co+2].C(C)N1C=[N+](C=C1)C 1-ethyl-3-methyl-imidazolium cobalt